C(C)(C)(C)OC(=O)NCCCOCCCCC(=O)O 5-(3-{[(tert-butoxy)carbonyl]amino}propoxy)pentanoic acid